butoxy-1H-quinolin-2-one C(CCC)ON1C(C=CC2=CC=CC=C12)=O